NC=1C=2N(C=CN1)C(=NC2C2=CC=C(C(=O)NC1=NC=CC=C1)C=C2)[C@H]2N(CCC2)CCNC2=C1C(N(C(C1=CC=C2)=O)C2C(NC(CC2)=O)=O)=O 4-(8-Amino-3-((2S)-1-(2-((2-(2,6-dioxopiperidin-3-yl)-1,3-dioxoisoindoline-4-yl)amino)ethyl)pyrrolidin-2-yl)imidazo[1,5-a]pyrazin-1-yl)-N-(pyridin-2-yl)benzamide